NC1=NC=CC=2N1C(=NC2C2CCOCC2)C2=CC=C(CNC(C1=C(C=CC(=C1)F)OC)=O)C=C2 N-(4-(5-amino-1-(tetrahydro-2H-pyran-4-yl)imidazo[1,5-c]pyrimidin-3-yl)benzyl)-5-fluoro-2-methoxybenzamide